3,4-dimethyl-1-(2-methyl-6-nitrophenyl)pyrrolidine CC1CN(CC1C)C1=C(C=CC=C1[N+](=O)[O-])C